1-keto-2,8-diazaspiro[4.5]decane O=C1NCCC12CCNCC2